(3aR,6aS)-5-(difluoromethylene)octahydrocyclopenta[c]pyrrole hydrochloride Cl.FC(=C1C[C@@H]2[C@@H](CNC2)C1)F